FC(C1=NN=C(S1)C1=NN=C2N1C=C(C=C2N2CCC(CC2)(C)O)S(=O)(=O)NC2(CC2)C)F 3-(5-(difluoromethyl)-1,3,4-thiadiazol-2-yl)-8-(4-hydroxy-4-methylpiperidin-1-yl)-N-(1-methylcyclopropyl)-[1,2,4]triazolo[4,3-a]pyridine-6-sulfonamide